C(C)(C)C1=C(NC2=CC=C(C=C12)C1CCN(CC1)C1COC1)C=1C=C(C=2N(C1)C(=NN2)C)C 6-(3-isopropyl-5-(1-(oxetan-3-yl)piperidin-4-yl)-1H-indol-2-yl)-3,8-dimethyl-[1,2,4]triazolo[4,3-a]pyridine